C(C)S(=O)(=O)C1=CC=C(C=C1)[C@@H](CO)NC(=O)C1=CN=CS1 N-((S)-1-(4-(ethylsulfonyl)phenyl)-2-hydroxyethyl)thiazole-5-carboxamide